O=S1(CC(CCC1)CC(=O)N)=O (1,1-dioxothian-3-yl)acetamide